4'-(5,7-Difluoro-6-hydroxy-1H-indazol-1-yl)-[1,1'-biphenyl]-4-carbonitrile FC=1C=C2C=NN(C2=C(C1O)F)C1=CC=C(C=C1)C1=CC=C(C=C1)C#N